C[N+](CCCCCCCCCCCCCCCCCC)(CCCS(=O)(=O)O)C N,N-dimethyl-N-(3-sulfopropyl)-1-octadecanaminium